Tungsten-lanthanum oxide [O-2].[La+3].[W+4]